BrC1=C2C(CCN(C2=CC=C1)C(C(F)(F)F)=O)(F)F 1-(5-bromo-4,4-difluoro-2,3-dihydroquinolin-1-yl)-2,2,2-trifluoro-ethanone